(3,4-dihydroxyphenyl)-1'-methyl-3'-(4-propylbenzoyl)spiro[indoline-3,2'-pyrrolidin]-2-one OC=1C=C(C=CC1O)C1(C2(N(CC1)C)C(NC1=CC=CC=C12)=O)C(C1=CC=C(C=C1)CCC)=O